Ethyl 4,6-difluoro-3-methyl-1H-indole-2-carboxylate FC1=C2C(=C(NC2=CC(=C1)F)C(=O)OCC)C